2-(methoxymethyl)-2-methylpropan-1-ol COCC(CO)(C)C